C(C1=CC=CC=C1)OC=1C=C(C=CC1)C1=CC(=CC=C1)[C@H](C(=O)N1CC2=C(CCC1)N=C(NC2=O)C2(CC2)C2=CC=CC=C2)O (R)-6-(2-(3'-(benzyloxy)-[1,1'-biphenyl]-3-yl)-2-hydroxyacetyl)-2-(1-phenylcyclopropyl)-3,5,6,7,8,9-hexahydro-4H-pyrimido[5,4-c]azepin-4-one